S1C=NC2=C1C=CC(=C2)C2N(CC(CC2)O)C(=O)OC(C)(C)C tert-butyl 2-(benzo[d]thiazol-5-yl)-5-hydroxypiperidine-1-carboxylate